4-Butansulton C1CCCOS1(=O)=O